4-((2-methoxyethyl)(4-(5,6,7,8-tetrahydro-1,8-naphthyridin-2-yl)butyl)amino)-2-((2-(trifluoromethyl)quinazolin-4-yl)amino)butanoic acid COCCN(CCC(C(=O)O)NC1=NC(=NC2=CC=CC=C12)C(F)(F)F)CCCCC1=NC=2NCCCC2C=C1